ClC=1C=CC(=NC1)[C@H]1C=CC=2C=CC=3CCN(C(C3C2O1)C)CC1=NC2=C(N1C[C@H]1OCC1)C=C(C=C2)C(=O)OC Methyl 2-(((2R)-2-(5-chloropyridin-2-yl)-10-methyl-7,10-dihydro-2H-pyrano[3,2-H]isoquinolin-9(8H)-yl) methyl)-1-(((S)-oxetan-2-yl) methyl)-1H-benzo[d]imidazole-6-carboxylate